2-(2-methoxy-4,6-dimethyl-phenyl)-7-(3-piperidyl)-1,8-naphthyridine-4-carbonitrile COC1=C(C(=CC(=C1)C)C)C1=NC2=NC(=CC=C2C(=C1)C#N)C1CNCCC1